6-chloro-N-[5-(2,2-difluoroethyl)-4,6-dimethoxy-pyrimidin-2-yl]-7-phenyl-1H-indole-3-sulfonic acid amide ClC1=CC=C2C(=CNC2=C1C1=CC=CC=C1)S(=O)(=O)NC1=NC(=C(C(=N1)OC)CC(F)F)OC